[Ru-](Cl)(Cl)Cl.N1=CC=CC2=CC=C3C=CC=NC3=C12.N1=CC=CC2=CC=C3C=CC=NC3=C12.N1=CC=CC2=CC=C3C=CC=NC3=C12 tris(1,10-phenanthroline) ruthenium (II) chloride dichloride